NC1(CCC1)CC1=NC(=C(C=2N=C(N=C(C21)N)OCC21CCCN1CCC2)F)C2=CC=CC1=CC=CC(=C21)F ((1-aminocyclobutyl)methyl)-8-fluoro-7-(8-fluoronaphthalen-1-yl)-2-((hexahydro-1H-pyrrolizin-7a-yl)methoxy)pyrido[4,3-d]pyrimidin-4-amine